FC=1C=C(C=2N(C(C=3OCC4N(C3N2)CCCC4)=O)C1)[C@@H](C)NS(=O)C(C)(C)C N-((1R)-1-(10-fluoro-7-oxo-1,2,3,4,4a,5-hexahydro-7H-pyrido[1,2-d]pyrido[1',2':1,2]pyrimido[5,4-b][1,4]oxazin-12-yl)ethyl)-2-methylpropane-2-sulfinamide